(phenyldibenzofuranyl)(diphenyltriazinyl)terphenyl C1(=CC=CC=C1)C1=C(C2=C(OC3=C2C=CC=C3)C=C1)C=1C(=C(C=CC1)C=1C(=CC=CC1)C1=CC=CC=C1)C1=NN=NC(=C1C1=CC=CC=C1)C1=CC=CC=C1